1,3,5,7-tetramethyloxyanthracene COC1=CC(=CC2=CC3=C(C=C(C=C3C=C12)OC)OC)OC